4,6-tetradecadienol C(CCC=CC=CCCCCCCC)O